BrC1=CC=C2C(=CNC2=C1F)S(=O)(=O)NC1=NC(=C(C(=N1)OC)OC(F)F)OC 6-bromo-N-[5-(difluoromethoxy)-4,6-dimethoxy-pyrimidin-2-yl]-7-fluoro-1H-indole-3-sulfonic acid amide